cyano-7,8-dihydroisoquinoline C(#N)C1=NC=CC=2C=CCCC12